3-(Vinyloxy)propan C(=C)OCCC